(+/-)-5-bromo-N-(2-(dimethylamino)-1-(3-fluoro-5-methoxyphenyl)ethyl)-6-fluoroindoline-1-carboxamide BrC=1C=C2CCN(C2=CC1F)C(=O)N[C@@H](CN(C)C)C1=CC(=CC(=C1)OC)F |r|